Rac-(4bS,5R,6R,7S,7aR)-7a-(4-bromophenyl)-4b,5-dihydroxy-4-methoxy-7-phenyl-N-(2,2,2-trifluoroethyl)-4b,6,7,7a-tetrahydro-5H-cyclopenta[4,5]furo[2,3-c]pyridine-6-carboxamide BrC1=CC=C(C=C1)[C@]12[C@](C3=C(C=NC=C3OC)O1)([C@@H]([C@@H]([C@H]2C2=CC=CC=C2)C(=O)NCC(F)(F)F)O)O |r|